(S)-5-(3-(4,4-difluorocyclohexyl)-6-(3,5-dimethylisoxazol-4-yl)-3H-imidazo[4,5-b]pyridin-2-yl)pyrrolidin-2-one FC1(CCC(CC1)N1C(=NC=2C1=NC=C(C2)C=2C(=NOC2C)C)[C@@H]2CCC(N2)=O)F